[(3S)-1-methyl-5-oxo-pyrrolidin-3-yl] 4-[3-[2-(cyclopropoxy)-3-pyridyl]pyrazolo[1,5-a]pyrimidin-5-yl]piperazine-1-carboxylate C1(CC1)OC1=NC=CC=C1C=1C=NN2C1N=C(C=C2)N2CCN(CC2)C(=O)O[C@@H]2CN(C(C2)=O)C